4-((3-(2,2,2-trifluoroethoxy)-4-fluorophenyl)amino)-6-acetamido-1H-indole-2-carboxylic acid FC(COC=1C=C(C=CC1F)NC1=C2C=C(NC2=CC(=C1)NC(C)=O)C(=O)O)(F)F